1-(3-fluoro-5-fluoropyridin-2-yl)methylamine FC=1C(=NC=C(C1)F)CN